C(C1=CC=CC=C1)(=O)OO.C(C)(C)(C)C=1C(=C(C=CC1)C(C)(C)OOC(C)(C)C)C(C)(C)OOC(C)(C)C t-butyl-di(t-butylperoxyisopropyl)benzene peroxybenzoate